N-[(1S)-1-[2-Chloro-4-(trifluoromethyl)phenyl]ethyl]formamide ClC1=C(C=CC(=C1)C(F)(F)F)[C@H](C)NC=O